CC1(CN(C=2C=CC3=C(C12)C=CC=C3)CCCCS(=O)(=O)O)C 1,3-dihydro-1,1-dimethyl-3-(4-sulfobutyl)-2H-benzo[e]indole